N-(cyanomethyl)-4-(2-((1-((2R,6S)-2,6-dimethyltetrahydro-2H-pyran-4-yl)-1H-pyrazol-4-yl)amino)-5-methylpyrimidin-4-yl)benzamide C(#N)CNC(C1=CC=C(C=C1)C1=NC(=NC=C1C)NC=1C=NN(C1)C1C[C@H](O[C@H](C1)C)C)=O